ClC=1C2=C(N=C(N1)C)NC=C2I 4-chloro-5-iodo-2-methyl-7H-pyrrolo[2,3-d]pyrimidine